COC1=C(C=CC(=C1)OC)CN1CCN=C(C1C)OCC 4-[(2,4-dimethoxyphenyl)methyl]-6-ethoxy-5-methyl-3,5-dihydro-2H-pyrazine